trimethoxy(hexyl)silane CO[Si](CCCCCC)(OC)OC